C1(CC1)C=1C(=NC(=NC1)NC=1C=C2CCN(CC2=CC1)C)NCCCN1C(CCCC1)=O 1-(3-((5-cyclopropyl-2-((2-methyl-1,2,3,4-tetrahydroisoquinolin-6-yl)amino)pyrimidin-4-yl)amino)propyl)piperidin-2-one